BrC1=CC(=C(C2=C1N(C=N2)C)C#N)F 7-bromo-5-fluoro-1-methyl-1H-benzo[d]imidazole-4-carbonitrile